tert-Butyl 4-(pyridin-3-ylcarbonyl)piperazine-1-carboxylate N1=CC(=CC=C1)C(=O)N1CCN(CC1)C(=O)OC(C)(C)C